FC1=C(C=C2C(C(NC2=C1)=O)(C)C)C=O 6-fluoro-3,3-dimethyl-2-oxoindoline-5-carbaldehyde